(2-(3-fluoropyridin-2-yl)vinyl)(imino)(3-methoxyphenyl)-λ6-sulfanone FC=1C(=NC=CC1)C=CS(=O)(C1=CC(=CC=C1)OC)=N